C(#N)C1=CC=C(C=C1)NC(=O)N1CCCCN2[C@@H]([C@@H]([C@@H]2C1)C1=CC=C(C=C1)C#CC1=CC=CC=C1)CO (8R,9R,10S)-N-(4-cyanophenyl)-10-(hydroxymethyl)-9-(4-(phenylethynyl)phenyl)-1,6-diazabicyclo[6.2.0]decane-6-carboxamide